C(C)(=O)C=1C(C(=C(NC1C)C)C(=O)O)C1=CSC2=NC=CC=C21 5-acetyl-2,6-dimethyl-4-(thieno[2,3-b]pyridin-3-yl)-1,4-dihydropyridine-3-carboxylic acid